C(C1=CC=CC=C1)N1N=NC(=C1)C1=NC=CC(=C1)[N+](=O)[O-] 2-(1-benzyl-1H-1,2,3-triazol-4-yl)-4-nitropyridine